C(C)(C)(C)C1=C(C(=CC(=C1)C)C1=C(C=CC=C1)N(CCOC)C1=C(C(=CC(=C1)C)C(C)(C)C)O)O 3-tert-butyl-2'-((3-tert-butyl-2-hydroxy-5-methylphenyl)(2-methoxyethyl)amino)-5-methyl-[1,1'-biphenyl]-2-ol